N,N-Dimethylthiocarbamic acid S-(5-bromo-2-chlorophenyl) ester BrC=1C=CC(=C(C1)SC(N(C)C)=O)Cl